N,N-Diethylpropylethylamine C(C)N(CC)C(C)CCC